3-O-galloylquinic acid C1[C@H]([C@H]([C@@H](C[C@@]1(C(=O)O)O)OC(=O)C2=CC(=C(C(=C2)O)O)O)O)O